5-(5-((1-(4-(5,7-dimethoxy-4-oxo-3,4-dihydroquinazolin-2-yl)phenyl)piperidin-4-yl)methyl)-2,5-diazabicyclo[2.2.2]octan-2-yl)-2-(2,6-dioxopiperidin-3-yl)-6-fluoroisoindole COC1=C2C(NC(=NC2=CC(=C1)OC)C1=CC=C(C=C1)N1CCC(CC1)CN1C2CN(C(C1)CC2)C2=CC1=CN(C=C1C=C2F)C2C(NC(CC2)=O)=O)=O